FC1(CN(CC[C@H]1NC1=NN2C(C(=N1)OC)=C(C=C2[2H])C=2C=CC1=C(N(N=N1)CCF)C2)C2COC2)F (R)-N-(3,3-difluoro-1-(oxetan-3-yl)piperidin-4-yl)-5-(1-(2-fluoroethyl)-1H-benzo[d][1,2,3]triazol-6-yl)-4-methoxypyrrolo[2,1-f][1,2,4]triazin-7-d-2-amine